C(C=C)C1=NC(=NO1)CC1CNCCC1 5-allyl-3-(piperidin-3-ylmethyl)-1,2,4-oxadiazole